BrC=1N=CC(=NC1)N1CCC2([C@@H](C=3N(N=CC3)C2)NC(OC(C)(C)C)=O)CC1 tert-butyl (s)-(1-(5-bromopyrazin-2-yl)-4'H,6'H-spiro[piperidine-4,5'-pyrrolo[1,2-b]pyrazol]-4'-yl)carbamate